9,10,12-trihydroxyoctadecanoic acid OC(CCCCCCCC(=O)O)C(CC(CCCCCC)O)O